NC1(CCN(CC1)C1=NC(=C(C=2N1C=CN2)C2=CC1=C(C(=NO1)C)C=C2F)C2=CC(=C(C#N)C=C2)F)C 4-(5-(4-amino-4-methylpiperidin-1-yl)-8-(5-fluoro-3-methylbenzo[d]isoxazol-6-yl)imidazolo[1,2-c]pyrimidin-7-yl)-2-fluorobenzonitrile